C([C@@H](O)CC(=O)O)(=O)O.C(C)N(CCNC(=O)C1=C(NC(=C1C)\C=C\1/C(NC2=CC=C(C=C12)F)=O)C)CC N-[2-(Diethylamino)ethyl]-5-[(Z)-(5-fluoro-2-oxo-1,2-dihydro-3H-indol-3-ylidene)methyl]-2,4-dimethyl-1H-pyrrole-3-carboxamide L-malate